BrC=1C=CC(=NC1)N1CCC(CC1)Cl 5-bromo-2-(4-chloropiperidin-1-yl)pyridine